2-phenyl-1H-imidazol C1(=CC=CC=C1)C=1NC=CN1